ClC1=C(C(=CC=C1)Cl)N1N=C(C(=C1)NC1=NC=C(C=C1)N1N=NC=C1C(F)(F)F)C(=O)N 1-(2,6-dichlorophenyl)-4-((5-(5-(trifluoromethyl)-1H-1,2,3-triazol-1-yl)pyridin-2-yl)amino)-1H-pyrazole-3-carboxamide